(S)-N-((R and S)-(5-fluoro-6-(trifluoro-methyl)pyridin-2-yl)(4-(trifluoromethoxy)phenyl)methyl)-2-oxoimidazolidine-4-carboxamide FC=1C=CC(=NC1C(F)(F)F)[C@H](NC(=O)[C@H]1NC(NC1)=O)C1=CC=C(C=C1)OC(F)(F)F |&1:11|